NC=1C(=CC(=C(C1)NC1=NC=C(C(=N1)NC=1C=C(C=CC1)C)C#N)OC)N(C)CCN(C)C 2-(5-amino-4-((2-(dimethylamino)ethyl)(methyl)amino)-2-methoxyphenyl-amino)-4-(m-tolylamino)pyrimidine-5-carbonitrile